C1(=CC(=CC=C1)C1=NC(=NC=C1Cl)NC1CCC(NC1)=O)C1=CC=CC=C1 5-((4-([1,1'-biphenyl]-3-yl)-5-chloropyrimidin-2-yl)amino)piperidin-2-one